C1(=CC=CC=C1)[SiH](O[SiH](C)C1=CC=CC=C1)C 1,3-diphenyl-1,3-dimethyldisiloxane